C(C)[C@]1(C(OCC=2C(N3CC=4C(=NC=5C=C6C(=CC5C4CN4CCN(CC4)C)OCO6)C3=CC21)=O)=O)O (S)-7-ethyl-7-hydroxy-14-((4-methylpiperazin-1-yl)methyl)-10,13-dihydro-11H-[1,3]dioxolo[4,5-g]pyrano[3',4':6,7]indolizino[1,2-b]quinoline-8,11(7H)-dione